C(N)(=N)C=1C=C(SC1)CNC(=O)[C@H]1N(C[C@@H](C1)OC)C(=O)OC(C)(C)C tert-butyl (2S,4R)-2-(((4-carbamimidoylthiophen-2-yl)methyl)carbamoyl)-4-methoxypyrrolidine-1-carboxylate